[Cl-].[Cl-].C[Si](=[Zr+2](C1C(=CC2=C(C=CC=C12)C1=CC=C(C=C1)C(C)(C)C)C(C)C)C1C(=C(C(=C1C)C)C)C)C dimethylsilanediyl-(2,3,4,5-tetramethylcyclopentadienyl)(4-(4-(tert-butyl)phenyl)-2-isopropyl-1H-inden-1-yl)zirconium dichloride